methyl (8S)-7-benzyl-1-methyl-2,4-dioxo-1,3,7-triazaspiro[4.4]nonane-8-carboxylate C(C1=CC=CC=C1)N1CC2(C(NC(N2C)=O)=O)C[C@H]1C(=O)OC